7-isopropoxy-2-(4-methyl-2-oxabicyclo[2.2.2]oct-1-yl)imidazo[1,2-a]pyrimidine-6-carboxylic acid C(C)(C)OC1=NC=2N(C=C1C(=O)O)C=C(N2)C21OCC(CC2)(CC1)C